C(C1=CC=CC=C1)NC(N(C1=NC=C(C=N1)C=1C=NC(=NC1)OC)[C@@H]1CC[C@H](CC1)NC1=NC=C(C(=N1)N1CC(C1)(CO)F)C#N)=O 3-benzyl-1-(trans-4-((5-cyano-4-(3-fluoro-3-(hydroxymethyl)-azetidin-1-yl)pyrimidin-2-yl)amino)cyclohexyl)-1-(2'-methoxy-5,5'-bipyrimidin-2-yl)urea